C(C)OC(COC=1C(=C(OCC(COC=2C(=C(OCC(=O)OCC)C=CC2)C(\C=C\C2=CC=CC=C2)=O)O)C=CC1)C(\C=C\C1=CC=CC=C1)=O)=O Ethyl 2-[3-[3-[3-(2-ethoxy-2-oxoethoxy)-2-[(E)-3-phenylprop-2-enoyl]phenoxy]-2-hydroxypropoxy]-2-[(E)-3-phenylprop-2-enoyl]phenoxy]acetate